COC(C1CCN(CC1)C1=C(C(=C(C(=O)OC)C=C1)C=O)F)OC methyl 4-(4-(dimethoxymethyl)piperidin-1-yl)-3-fluoro-2-formylbenzoate